S1C(=NC=C1)C=1C(=NC=CC1)CN thiazolyl-picolineamine